NCC=1C=C(C=CC1)N1N=C(C=C1C(=O)NC1=CC(=CC=C1)C(NCC1CC1)C1=CC(=C(C=C1)O)Br)C(F)(F)F 1-(3-(aminomethyl)phenyl)-N-(3-((3-bromo-4-hydroxyphenyl)(cyclopropylmethylamino)methyl)phenyl)-3-(trifluoromethyl)-1H-pyrazole-5-carboxamide